ethylamine hydrochloride salt Cl.C(C)N